5-isopropyl-2-[3-(triethoxysilyl)propyl]-2H-tetrazole C(C)(C)C=1N=NN(N1)CCC[Si](OCC)(OCC)OCC